(E)-2-methylpent-3-enoic acid CC(C(=O)O)\C=C\C